zinc (trans-1,2-bis(3-pyridyl)-ethylene) N1=CC(=CC=C1)\C=C\C=1C=NC=CC1.[Zn]